N'-hydroxy-5,6-dimethylpyridineformamidine ON=C(N)C1=NC(=C(C=C1)C)C